COCCN(CCC(C(=O)O)NC=1C2=C(N=CN1)C=NC=C2)CCCCC2=NC=1NCCCC1C=C2 4-((2-methoxyethyl)(4-(5,6,7,8-tetrahydro-1,8-naphthyridin-2-yl)butyl)amino)-2-(pyrido[3,4-d]pyrimidin-4-ylamino)butanoic acid